C[C@H]([C@H](C)O)CC=C (2S,3S)-3-methyl-hex-5-en-2-ol